ClC=1C=CC(=C(C1)C1=CC(=C(N=N1)C(F)(F)F)NC1=CC(=NC=C1)NC(CCN1CCN(CC1)CCS(=O)(=O)C)=O)F N-(4-{[6-(5-Chloro-2-Fluorophenyl)-3-(Trifluoromethyl)Pyridazin-4-yl]Amino}Pyridin-2-yl)-3-[4-(2-Methanesulfonylethyl)Piperazin-1-yl]Propanamid